F[C@H]1[C@H](C[C@H]2C[C@H]([C@H]3[C@@H]4CC[C@H]([C@@H](CCC(=O)O)C)[C@]4(CC[C@@H]3[C@]2(C1)C)C)O)O 2α-fluoro-3α,7α-dihydroxy-5β-cholanic acid